ClC=1C=C(CNC(C(C)(C2=CN(C(C=C2)=O)C)C)=O)C=C(C1C1C(NC(CC1)=O)=O)Cl N-(3,5-dichloro-4-(2,6-dioxopiperidin-3-yl)benzyl)-2-methyl-2-(1-methyl-6-oxo-1,6-dihydropyridin-3-yl)propanamide